(S)-3-(2-((3R,4R)-3-Amino-4-fluoropiperidin-1-yl)-5,6-difluoro-1H-benzo[d]imidazol-1-yl)-1-(4-chlorophenyl)pyrrolidin-2-on N[C@@H]1CN(CC[C@H]1F)C1=NC2=C(N1[C@@H]1C(N(CC1)C1=CC=C(C=C1)Cl)=O)C=C(C(=C2)F)F